dibenzyl (4R)-4-[[(2S)-2-(tert-butoxycarbonylamino)-3-methyl-butanoyl]-methyl-amino]-2-[4-(4,4,5,5-tetramethyl-1,3,2-dioxaborolan-2-yl)butyl]pyrrolidine-1,2-dicarboxylate C(C)(C)(C)OC(=O)N[C@H](C(=O)N([C@@H]1CC(N(C1)C(=O)OCC1=CC=CC=C1)(C(=O)OCC1=CC=CC=C1)CCCCB1OC(C(O1)(C)C)(C)C)C)C(C)C